C1CO1 Epoxyethan